(R)-3-(1-((6-(4-hydroxyl-4-methylpiperidin-1-yl)-7-methoxy-2-methylquinazolin-4-yl)amino)ethyl)-2-methylbenzonitrile OC1(CCN(CC1)C=1C=C2C(=NC(=NC2=CC1OC)C)N[C@H](C)C=1C(=C(C#N)C=CC1)C)C